5-chloro-2-(2-fluoro-4-pyridinyl)-4-(oxetan-3-yloxy)-1H-pyrimidin-6-one ClC1=C(N=C(NC1=O)C1=CC(=NC=C1)F)OC1COC1